BrC1=C2C=C(C=NC2=CC=C1)SC 5-bromo-3-(methylthio)quinoline